4-cyclopropyl-2-[(1s,4r,5r)-5-{[5-cyclopropyl-3-(2,6-dichlorophenyl)-1,2-oxazol-4-yl]methoxy}-3-oxo-2-azabicyclo[2.2.1]heptan-2-yl]benzoic acid C1(CC1)C1=CC(=C(C(=O)O)C=C1)N1[C@@H]2C[C@H]([C@H](C1=O)C2)OCC=2C(=NOC2C2CC2)C2=C(C=CC=C2Cl)Cl